CN(CC=CCC(=O)O)C 5-(dimethylamino)pent-3-enoic acid